5-(3-cyano-4-((8-methyl-6-oxo-7-(trifluoromethyl)-5,6-dihydro-1,5-naphthyridine-3-yl)methyl)piperazin-1-yl)-N-methylpyridineamide C(#N)C1CN(CCN1CC=1C=NC=2C(=C(C(NC2C1)=O)C(F)(F)F)C)C=1C=CC(=NC1)C(=O)NC